4-((2R,3R,4S,5S)-3-(3,4-difluoro-2-hydroxyphenyl)-4,5-dimethyl-5-(trifluoromethyl)tetrahydrofuran-2-carboxamido)picolinamide FC=1C(=C(C=CC1F)[C@@H]1[C@@H](O[C@@]([C@H]1C)(C(F)(F)F)C)C(=O)NC1=CC(=NC=C1)C(=O)N)O